6-(2,6-dichloro-4-nitrophenoxy)-2-(pyridin-4-yl)-3,4-dihydroisoquinoline ClC1=C(OC=2C=C3CCN(CC3=CC2)C2=CC=NC=C2)C(=CC(=C1)[N+](=O)[O-])Cl